tert-Butyl 6-[4-(5-chloro-2-fluoro-4-methoxy-anilino)pyrido[3,2-d]pyrimidin-6-yl]-1,6-diazaspiro[3.3]heptane-1-carboxylate ClC=1C(=CC(=C(NC=2C3=C(N=CN2)C=CC(=N3)N3CC2(CCN2C(=O)OC(C)(C)C)C3)C1)F)OC